Phenyladenine C1=CC=C(C=C1)C2=NC(=C3C(=N2)N=CN3)N